(S)-3-((((S)-1-amino-1-oxobutan-2-yl)amino)methyl)hexanoic acid maleate C(\C=C/C(=O)O)(=O)O.NC([C@H](CC)NC[C@H](CC(=O)O)CCC)=O